Cl.C1(=CC=CC=C1)S(=O)(=O)N1C=CC2=CC=CC=C12 1-(benzenesulfonyl)-1H-indole hydrochloride